(R)-4-((3,4-dioxo-2-((2,5,5-trimethyl-4,5,6,7-tetrahydrobenzofuran-4-yl)amino)cyclobut-1-en-1-yl)amino)-3-hydroxy-N,N-dimethylpicolinamide O=C1C(=C(C1=O)NC1=C(C(=NC=C1)C(=O)N(C)C)O)N[C@@H]1C(CCC2=C1C=C(O2)C)(C)C